ClC1=CC(=CC(=N1)N1CCN(CC1)S(=O)(=O)C1=CC=C(C=C1)N1C(CC(C1)N1C[C@@H]([C@@H](C1)O)O)=O)C(F)(F)F 1-[4-[4-[6-Chloro-4-(trifluoromethyl)-2-pyridyl]piperazin-1-yl]sulfonylphenyl]-4-[(3S,4R)-3,4-dihydroxypyrrolidin-1-yl]pyrrolidin-2-one